FC(=C(OC1=C(C=C(C=O)C=C1OC)OC)C)F 4-(2,2-difluoro-1-methyl-vinyloxy)-3,5-dimethoxybenzaldehyde